[Cs+].C(C)(C)(C)OC(=O)N[C@@H](C(C)C)C(=O)[O-].C(#N)C12CCC(CC1)(CC2)NC(C2=C(C=CC(=C2)S(F)(F)(F)(F)F)NS(=O)(=O)N2CCOCC2)=O N-(4-cyanobicyclo[2.2.2]oct-1-yl)-2-(morpholine-4-sulfonylamino)-5-(pentafluoro-lambda6-sulfanyl)benzamide N-(tert-butoxycarbonyl)-L-valinate cesium salt